ClC=1C(=NC=C(C1)C(F)(F)F)CN1N=C2N([C@@H](CC[C@@H]2O)C(=O)N2C[C@H](CC2)F)C1=O |&1:19| (5S,8SR)-2-{[3-Chloro-5-(trifluoromethyl)pyridin-2-yl]methyl}-5-{[(3S)-3-fluoropyrrolidin-1-yl]carbonyl}-8-hydroxy-5,6,7,8-tetrahydro[1,2,4]triazolo[4,3-a]pyridin-3(2H)-on